BrC=1C=C(C=C2C3(C(NC12)=O)C(C3)(C3=CC=CC=C3)C3=CC=CC=C3)F 7'-bromo-5'-fluoro-2,2-diphenylspiro[cyclopropane-1,3'-Indole]-2'-one